2-(3,5-dimethoxyphenyl)-3-(4-hydroxyphenyl)-4,6-dimethoxyindanone COC=1C=C(C=C(C1)OC)C1C(C2=CC(=CC(=C2C1C1=CC=C(C=C1)O)OC)OC)=O